ethoxycarbonyl-5,7-dichloro-9-phenyl-4-fluoroacridine C(C)OC(=O)C1=CC=C(C2=NC3=C(C=C(C=C3C(=C12)C1=CC=CC=C1)Cl)Cl)F